2-(5-(Benzyloxy)-3-chloro-2-(trifluoromethyl)phenyl)-4,4,5,5-tetramethyl-1,3,2-dioxaborolane C(C1=CC=CC=C1)OC=1C=C(C(=C(C1)B1OC(C(O1)(C)C)(C)C)C(F)(F)F)Cl